NC[C@@]1(CN(CC1)C(=O)C=1NC2=CC=C(C(=C2C1Cl)Cl)F)F (S)-(3-(aminomethyl)-3-fluoropyrrolidin-1-yl)(3,4-dichloro-5-fluoro-1H-indol-2-yl)methanone